2-(4-(2-(4-cyano-2-fluorophenyl)-2-methylbenzo[d][1,3]dioxol-4-yl)-2,6-difluorobenzyl)-1-(2-methoxyethyl)-1H-benzo[d]imidazole-6-carboxylic acid C(#N)C1=CC(=C(C=C1)C1(OC2=C(O1)C=CC=C2C2=CC(=C(CC1=NC3=C(N1CCOC)C=C(C=C3)C(=O)O)C(=C2)F)F)C)F